FC1(CN(C1)CCCCC1=NC=2NCCCC2C=C1)C(CC(=O)O)C=1C=NC(=CC1)OC 3-(3-fluoro-1-(4-(5,6,7,8-tetrahydro-1,8-naphthyridin-2-yl)butyl)azetidin-3-yl)-3-(6-methoxypyridin-3-yl)propionic acid